BrC1=CC(=C(OC2CCC3(CCN(CC3)C(=O)OC(C)(C)C)CC2)C=C1)S(=O)(=O)C tert-butyl 9-(4-bromo-2-(methylsulfonyl) phenoxy)-3-azaspiro-[5.5]undecane-3-carboxylate